hydroxypiperidine-1-carboxylate OC1N(CCCC1)C(=O)[O-]